FC(C(=O)O)(F)F.C[C@H]1CN(CCN1C)C1=C2C(=NC=C1)N(CC2)C(=O)NC=2C(=CC=1N(C2)C=C(N1)C)F (S)-4-(3,4-dimethylpiperazin-1-yl)-N-(7-fluoro-2-methylimidazo[1,2-a]pyridin-6-yl)-2,3-dihydro-1H-pyrrolo[2,3-b]pyridine-1-carboxamide 2,2,2-trifluoroacetate